1-(t-butyldimethylsilyloxy)-1-methoxyethylene [Si](C)(C)(C(C)(C)C)OC(=C)OC